trans-tert-butyl (4-((5-fluoro-4-(6-(2-oxo-1,3-oxazinan-3-yl)pyridin-2-yl)pyrimidin-2-yl)amino)cyclohexyl)carbamate FC=1C(=NC(=NC1)N[C@@H]1CC[C@H](CC1)NC(OC(C)(C)C)=O)C1=NC(=CC=C1)N1C(OCCC1)=O